C=CCCCCC normal heptene